(2-Chloro-4-((4-nitrophenethyl)amino)chinolin-6-yl)(phenyl)methanon ClC1=NC2=CC=C(C=C2C(=C1)NCCC1=CC=C(C=C1)[N+](=O)[O-])C(=O)C1=CC=CC=C1